4-(4-fluorophenyl)-N-(pyrrolidin-2-ylmethyl)-3,4-dihydroquinoxaline-1(2H)-carboxamide FC1=CC=C(C=C1)N1CCN(C2=CC=CC=C12)C(=O)NCC1NCCC1